C1NCC12CN(CC2)C(=O)O.N2(N=CC=C2)C2=NC=1N(C=C2)N=CC1C(=O)N 5-(1H-pyrazol-1-yl)pyrazolo[1,5-a]pyrimidin-3-carboxamid 2,6-diazaspiro[3.4]Octane-6-carboxylate